ClC1=CC(=C(C=O)C=C1)OC1=CC=C(C=C1)C1=CN=C(N1C)[C@@H](CC)N(C)C (R)-4-chloro-2-(4-(2-(1-(dimethylamino)propyl)-1-methyl-1H-imidazol-5-yl)phenoxy)benzaldehyde